C(C)C1(NC(N(C(C1)=O)CC1C(C1C)C(N[C@H]1[C@H](C(OC2=CC=CC=C12)(C)C)O)=O)=[NH2+])CC [4,4-diethyl-1-[[2-[[(3R,4R)-3-hydroxy-2,2-dimethyl-chroman-4-yl]carbamoyl]-3-methyl-cyclopropyl]methyl]-6-oxo-hexahydropyrimidin-2-ylidene]ammonium